(R)-2-(6-chloro-5-fluoro-2-oxo-1,2-dihydrospiro[benzo[d][1,3]oxazine-4,3'-piperidin]-1'-ylcarbonyl)-1-((2-(trimethylsilyl)ethoxy)methyl)-1H-imidazole-4-carbaldehyde ClC1=C(C2=C(NC(O[C@@]23CN(CCC3)C(=O)C=3N(C=C(N3)C=O)COCC[Si](C)(C)C)=O)C=C1)F